N1=NC(=NN=C1N)N 1,2,4,5-tetrazine-3,6-diamine